tert-butyl (1-(4-((1-(4-(2-hydroxyethyl)phenyl)-2-oxo-1,2-dihydropyrimidin-4-yl)carbamoyl)piperazin-1-yl)-2-methyl-1-oxopropan-2-yl)carbamate OCCC1=CC=C(C=C1)N1C(N=C(C=C1)NC(=O)N1CCN(CC1)C(C(C)(C)NC(OC(C)(C)C)=O)=O)=O